DELTA-VALEROLACTONE C1(CCCCO1)=O